C(C1=CC=CC=C1)OC(=O)N1CC(C(CC1)NC1=CC=C(C=C1)Cl)=O 4-(4-Chlorophenylamino)-3-oxopiperidine-1-carboxylic acid benzyl ester